tert-butyl (4,4-difluorocyclohexyl)((5R)-5-((3-((2-formyloxazolidin-3-yl)sulfonyl)-6-methylpyridin-2-yl)oxy)hexyl)carbamate FC1(CCC(CC1)N(C(OC(C)(C)C)=O)CCCC[C@@H](C)OC1=NC(=CC=C1S(=O)(=O)N1C(OCC1)C=O)C)F